ClC=1C=C(C=CC1)NC1=NC=NC2=CC=C(C=C12)C=1C=C(C=NC1)NS(=O)(=O)C N-(5-(4-((3-chlorophenyl)amino)quinazolin-6-yl)pyridin-3-yl)methanesulfonamide